ClC1=C2CCCNC2=CC=C1Cl 5,6-dichloro-1,2,3,4-tetrahydroquinoline